N-(1-(4,4-difluoropiperidin-1-yl)-2-oxo-1,2-dihydropyridin-3-yl)-4-((2-hydroxyethyl)sulfonamido)-2-(6-azaspiro[2.5]octan-6-yl)benzamide FC1(CCN(CC1)N1C(C(=CC=C1)NC(C1=C(C=C(C=C1)NS(=O)(=O)CCO)N1CCC2(CC2)CC1)=O)=O)F